1-allyl-2-m-tolyl-1,2,3,4-tetrahydroisoquinoline C(C=C)C1N(CCC2=CC=CC=C12)C=1C=C(C=CC1)C